COCOC=1C=C(C2=C(C=CC=C2C1)C#C[Si](C(C)C)(C(C)C)C(C)C)O 3-(methoxymethoxy)-8-((triisopropylsilyl)ethynyl)naphthalene-1-ol